ClCC(CC1(N[C@@H](CC1)COC)C(=O)OC)=C Methyl (5S)-2-(2-(chloromethyl)allyl)-5-(methoxymethyl)pyrrolidine-2-carboxylate